ethyl 2-(2-((7-(4,4,5,5-tetramethyl-1,3,2-dioxaborolan-2-yl)benzofuran-5-yl)methoxy)-4-(trifluoromethyl)phenyl)acetate CC1(OB(OC1(C)C)C1=CC(=CC=2C=COC21)COC2=C(C=CC(=C2)C(F)(F)F)CC(=O)OCC)C